4-(6-(azidomethyl)pyridin-2-yl)-2,6-dimethylmorpholin N(=[N+]=[N-])CC1=CC=CC(=N1)N1CC(OC(C1)C)C